F[C@@H]1[C@H](C[C@@H](CC1)O)N1C(C(=CC2=C1N=C(N=C2)NC2(CCN(CC2)S(=O)(=O)C([2H])([2H])[2H])[2H])C([2H])([2H])[2H])=O (-)-8-((1S,2S,5R)-2-fluoro-5-hydroxycyclohexyl)-6-(methyl-d3)-2-((1-((methyl-d3)sulfonyl)piperidin-4-yl-4-d)-amino)pyrido[2,3-d]pyrimidin-7(8H)-one